2-chloro-2''-fluoro-3-methoxy-3''-nitro-1,1':2',1''-terphenyl ClC1=C(C=CC=C1OC)C=1C(=CC=CC1)C1=C(C(=CC=C1)[N+](=O)[O-])F